C(C)(C)(C)OC(=O)N1CCNCCC1.N=1NN=C2C1C=CC=C2 2H-benzotriazole tert-butyl-(1,4-diazepan-1-yl)formate